methyl 8-(cyclohexylmethyl)-2-tosyl-2,8-diazaspiro[4.5]decane-4-carboxylate C1(CCCCC1)CN1CCC2(C(CN(C2)S(=O)(=O)C2=CC=C(C)C=C2)C(=O)OC)CC1